C(C)(C)OC(=O)C1=CN=C(NC1=O)NC1=C(C=C(C(=C1)[N+](=O)[O-])N(C)CCN(C)C)OC 2-((4-((2-(dimethylamino)ethyl)(methyl)amino)-2-methoxy-5-nitroPhenyl)amino)-6-oxo-1,6-dihydropyrimidine-5-carboxylic acid isopropyl ester